O1C(=N[C@@H]2[C@H]1CC=1C=CC=CC12)CC=1O[C@H]2[C@@H](N1)C=1C=CC=CC1C2 bis((3aS,8aR)-8,8a-dihydro-3aH-indeno[1,2-d]oxazol-2-yl)methane